4-hydroxypicolinic acid OC1=CC(=NC=C1)C(=O)O